NC1=CC(=C(OC=2C=C3CCN(C(C3=CC2)=O)CC2=C(C=CC=C2)F)C(=C1)Cl)Cl 6-(4-Amino-2,6-dichlorophenoxy)-2-(2-fluorobenzyl)-3,4-dihydroisoquinolin-1(2H)-one